3-(4-chlorophenoxy)azetidine hydrochloride Cl.ClC1=CC=C(OC2CNC2)C=C1